CN(CCSC1=CC=C(C=C1)C=1C=CC2=C(N(C=N2)C=2C=C(C=CC2)NS(=O)(=O)C)C1)C N-(3-(6-(4-((2-(dimethylamino)ethyl)thio)phenyl)-1H-benzo[d]imidazol-1-yl)phenyl)methanesulfonamide